5,7-DIMETHYL-N-{4-METHYL-3-(1,3-OXAZOL-2-YL)PHENYL}PYRAZOLO[1,5-a]PYRIMIDINE-3-CARBOXAMIDE CC1=NC=2N(C(=C1)C)N=CC2C(=O)NC2=CC(=C(C=C2)C)C=2OC=CN2